tert-butyl (3S)-3-[(1R)-2-[[2-(cyclobutylamino)-6-methoxy-pyridine-4-carbonyl]amino]-1-hydroxy-ethyl]-7-hydroxy-3,4-dihydro-1H-isoquinoline-2-carboxylate C1(CCC1)NC1=NC(=CC(=C1)C(=O)NC[C@@H](O)[C@H]1N(CC2=CC(=CC=C2C1)O)C(=O)OC(C)(C)C)OC